6-[2-(2-cyano-2-methylideneethyl)-1-oxo-2,3-dihydro-1H-isoindol-4-yl]-N-(2-methoxyethyl)-1-methyl-1H-indazole-4-carboxamide C(#N)C(CN1C(C2=CC=CC(=C2C1)C=1C=C(C=2C=NN(C2C1)C)C(=O)NCCOC)=O)=C